C1(CCCC1)NC(C1=CC(=C(C=C1)OC1=CC=CC=C1)C=1C2=C(C(N(C1)C)=O)NC=C2)=O N-cyclopentyl-3-(6-methyl-7-oxo-6,7-dihydro-1H-pyrrolo[2,3-c]pyridin-4-yl)-4-phenoxybenzamide